4-amino-5-(5-methylfuran-2-yl)pentanoic acid NC(CCC(=O)O)CC=1OC(=CC1)C